BrC=1C=C(C=CC1O)/C=C/C(=O)C1=CC=CC=C1 (E)-3-(3-Bromo-4-hydroxyphenyl)-1-phenylprop-2-en-1-one